pentaerythritol 3-(3',5'-di-tert-butyl-4-hydroxy-tolyl)propionate C(C)(C)(C)C=1C(=C(C=C(C1O)C(C)(C)C)C)C(C(=O)O)C.C([C@H](O)[C@H](O)CO)O.C([C@H](O)[C@H](O)CO)O.C([C@H](O)[C@H](O)CO)O.C([C@H](O)[C@H](O)CO)O.C([C@H](O)[C@H](O)CO)O